C(CCCCCCCCC)OC(CCCC\C=C/CCO)OCCCCCCCCCC (3Z)-9,9-didecoxy-3-nonen-1-ol